4-[4-(E)-(propen-1-yl)phenylamino]-6,7-bis[3-(4-morpholinyl)propoxy]quinazoline 2-hexyldecyl-6-((2-pyrrolidinoethyl)amino)hexanoate C(CCCCC)C(COC(CCCCCNCCN1CCCC1)=O)CCCCCCCC.C(=C\C)/C1=CC=C(C=C1)NC1=NC=NC2=CC(=C(C=C12)OCCCN1CCOCC1)OCCCN1CCOCC1